BrC=1C(=NC(=NC1OC)N)OC 5-bromo-4,6-dimethoxypyrimidin-2-ylamine